di-tert-butyl-1,6-hexanediamine C(C)(C)(C)C(CCCCCN)(N)C(C)(C)C